Tert-butyl-4-(2-ethoxy-2-oxoethylidene)-2,2-dimethylpiperidine-1-carboxylate C(C)(C)(C)OC(=O)N1C(CC(CC1)=CC(=O)OCC)(C)C